4-(1-(2,6-Difluoro-4-((4-methylpiperazin-1-yl)methyl)phenyl)-1H-imidazol-4-yl)-N-((3R,4S)-3-fluoro-1-(methylsulfonyl)piperidin-4-yl)-5-(trifluoromethyl)pyrimidin-2-amine FC1=C(C(=CC(=C1)CN1CCN(CC1)C)F)N1C=NC(=C1)C1=NC(=NC=C1C(F)(F)F)N[C@@H]1[C@@H](CN(CC1)S(=O)(=O)C)F